2,4,5-trifluoro-phenyl-magnesium bromide FC1=C(C=C(C(=C1)F)F)[Mg]Br